C(C)(C)(C)C(=C(C(C)(C)C)C(C)(C)C)OO[SiH3] tri(t-butyl)vinylperoxysilane